ClC1=CC=CC2=C1N=C(S2)C2(OCCC2)C chloro-2-(2-methyltetrahydrofuran-2-yl)benzothiazole